3-(7-(difluoromethyl)-6-(1-methyl-1H-pyrazol-4-yl)-3,4-dihydroquinolin-1(2H)-yl)-N-methyl-1-(tetrahydro-2H-pyran-4-yl)-1H-indazole-5-carboxamide FC(C1=C(C=C2CCCN(C2=C1)C1=NN(C2=CC=C(C=C12)C(=O)NC)C1CCOCC1)C=1C=NN(C1)C)F